(7S)-7-tert-butyl-N-[(1R)-3-(dimethylamino)-1-[3-[(1-methylpyrrolidin-3-yl)methylcarbamoyl]phenyl]propyl]-5,6,7,8-tetrahydrothiazolo[5,4-b]quinoline-2-carboxamide C(C)(C)(C)[C@@H]1CC=2C=C3C(=NC2CC1)SC(=N3)C(=O)N[C@H](CCN(C)C)C3=CC(=CC=C3)C(NCC3CN(CC3)C)=O